methyl 2-{3-[4-(2-chloropyrimidin-5-yl)cyclohexyl]-1,2-oxazol-5-yl}-3-methylbutanoate ClC1=NC=C(C=N1)C1CCC(CC1)C1=NOC(=C1)C(C(=O)OC)C(C)C